Disodium 2,2'-biquinoline-4,4'-dicarboxylic acid N1=C(C=C(C2=CC=CC=C12)C(=O)O)C1=NC2=CC=CC=C2C(=C1)C(=O)O.[Na].[Na]